OC(COC1=C(C#N)C=CC=C1)(C)C 2-(2-hydroxy-2-methyl-propoxy)-benzonitrile